BrC1=CC(=C(C(=C1)C)C(C#N)C=1N=NC(=C(C1)C1C(CCC1)C)Cl)C 2-(4-bromo-2,6-dimethylphenyl)-2-(6-chloro-5-(2-methylcyclopentyl)pyridazin-3-yl)acetonitrile